1,3,3,5,7-pentamethyl-5-(m-tolyl)octahydrobenzo[c]isoxazole CN1OC(C2C1C(CC(C2)(C=2C=C(C=CC2)C)C)C)(C)C